CS(=O)(=O)OCC[C@@H](CCC=C)S(N(CC1=CC=C(C=C1)OC)CC1=CC=C(C=C1)OC)(=O)=O (R)-3-(N,N-BIS(4-METHOXYBENZYL)SULFAMOYL)HEPT-6-EN-1-YL METHANESULFONATE